COC1=CC=C(CC2=C(C(=C(C3=CC=CC=C23)C(=O)NC2=CC=CC=C2)S(=O)(=O)O)CC2=CC=CC=C2)C=C1 4-Methoxy-N-phenylbenzylbenzylsulfonaphthamide